tert-Butyl 4-(1-(2,6-dioxopiperidin-3-yl)-3-methyl-2-oxo-2,3-dihydro-1H-benzo[d]-imidazol-4-yl)-3,6-dihydropyridine-1(2H)-carboxylate O=C1NC(CCC1N1C(N(C2=C1C=CC=C2C=2CCN(CC2)C(=O)OC(C)(C)C)C)=O)=O